3-(5-(difluoromethyl)-1,3,4-thiadiazol-2-yl)-8-((3S,5S)-3,5-dimethylpiperazin-1-yl)-N-(1,2,2-trimethylcyclopropyl)imidazo[1,5-a]pyridine-6-sulfonamide FC(C1=NN=C(S1)C1=NC=C2N1C=C(C=C2N2C[C@@H](N[C@H](C2)C)C)S(=O)(=O)NC2(C(C2)(C)C)C)F